OC=1C=CC(=C(C(=O)OC)C1)C methyl 5-hydroxy-2-methylbenzoate